C(C)OC(CCCCC1=NN(C(C(=C1)C)=O)CC1=CC=C(C=C1)OC)=O 5-[1-[(4-methoxyphenyl)methyl]-5-methyl-6-oxo-pyridazin-3-yl]pentanoic acid ethyl ester